FC1=C(C(=O)N(C)OC)C=CC(=C1)C 2-fluoro-N-methoxy-4,N-dimethylbenzamide